ClCC(=O)N(CC(F)(F)F)C1=CC=C(C=C1)F 2-chloro-N-(4-fluorophenyl)-N-(2,2,2-trifluoroethyl)acetamide